isobutylaluminum C(C(C)C)[Al]